NC1=NC=2C=C(C=CC2C=2C1=NN(C2)CCNS(=O)(=O)C2=CC=CC=C2)C2=NNC=C2 N-{2-[4-amino-7-(1H-pyrazol-3-yl)-2H-pyrazolo[3,4-c]quinolin-2-yl]ethyl}benzenesulfonamide